1-{[1-(4-chloro-3-fluorophenyl)-3-methyl-1H-1,2,4-triazol-5-yl]methyl}-3-{[1-(1-methyl-1H-1,3-benzodiazol-5-yl)-1H-1,2,4-triazol-5-yl]methyl}urea ClC1=C(C=C(C=C1)N1N=C(N=C1CNC(=O)NCC1=NC=NN1C1=CC2=C(N(C=N2)C)C=C1)C)F